(1R,3R,4R)-N-((S)-1-cyano-2-((S)-2-oxopiperidin-3-yl)ethyl)-2-((R)-3-cyclopropyl-2-((5-methylpyridin-3-yl)amino)propanoyl)-5,5-difluoro-2-azabicyclo[2.2.2]octane-3-carboxamide C(#N)[C@H](C[C@H]1C(NCCC1)=O)NC(=O)[C@@H]1N([C@H]2CC([C@@H]1CC2)(F)F)C([C@@H](CC2CC2)NC=2C=NC=C(C2)C)=O